C(CCC)(=O)O[C@H]1[C@@H](O[C@@H]([C@H]1OC(CCC)=O)COC(CCC)=O)[N+]1=CC(=CC=C1)C(=O)O 1-((2R,3R,4R,5R)-3,4-bis(butyryloxy)-5-((butyryl-oxy)methyl)tetrahydrofuran-2-yl)-3-carboxypyridin-1-ium